C(C)(C)(C)C1=CC=C(N(CB2OC(C(O2)(C)C)(C)C)C2=CC=C(C=C2)C(C)(C)C)C=C1 4-(tert-butyl)-N-(4-(tert-butyl)phenyl)-N-((4,4,5,5-tetramethyl-1,3,2-dioxaborolan-2-yl)methyl)aniline